FC=1C=C(C#N)C=CC1COC1=NC(=CC=C1)C1CCN(CC1)CC1=NC2=C(N1C[C@H]1OCC1)C=C(C=C2)C2=NN=NN2 (S)-3-fluoro-4-(((6-(1-((1-(oxetan-2-ylmethyl)-6-(1H-tetrazol-5-yl)-1H-benzo[d]imidazol-2-yl)methyl)piperidin-4-yl)pyridin-2-yl)oxy)methyl)benzonitrile